1-[4-cyano-2-(2-hydroxyethyl)-6-(propan-2-yl)phenyl]-3-[4-(hydroxymethyl)-2-(2-hydroxypropan-2-yl)-1,3-thiazole-5-sulfonyl]urea C(#N)C1=CC(=C(C(=C1)C(C)C)NC(=O)NS(=O)(=O)C1=C(N=C(S1)C(C)(C)O)CO)CCO